C([C@@H](O)C)(=O)O.C1(N=CC2=CC=CC=C12)=O 1H-isoindol-1-one-L-(+)-lactic acid salt